NC1=CC(=CC2=C1OC(O2)(F)F)C#N 7-amino-2,2-difluoro-1,3-benzodioxol-5-carbonitrile